C(C)OC(=O)C=1N=C(SC1)NC=1N=NC(=C(C1C)CC)NC=1SC2=C(N1)C=CC=C2 ({6-[(1,3-benzothiazol-2-yl)amino]-5-Ethyl-4-methylpyridazin-3-yl}amino)-1,3-thiazole-4-carboxylic acid ethyl ester